NOCCOC=C 1-[2-(aminooxy)ethoxy]ethene